FC(C1=C(C=CC(=N1)C(=O)O)F)F 6-(difluoromethyl)-5-fluoropicolinic acid